ClCC=1OC=C(N1)C(=O)N1C[C@H]([C@@H](C1)O)F (2-(chloromethyl)oxazol-4-yl)((3R,4R)-3-fluoro-4-hydroxypyrrolidin-1-yl)methanone